S(N)(=O)(=O)C1=NC=CC(=C1)NC(=O)C=1C(=NC=C(C1)C(F)(F)F)N1CCC(CC1)OC1=CC(=CC=C1)C(F)(F)F N-(2-sulfamoyl-4-pyridyl)-5-(trifluoromethyl)-2-[4-[3-(trifluoromethyl)-phenoxy]-1-piperidyl]pyridine-3-carboxamide